C1(CC1)C1=CC(=C(COC=2C=C3CCC(C3=CC2)N2CC(C2)C(=O)OC)C=C1)F methyl 1-(5-((4-cyclopropyl-2-fluorobenzyl)oxy)-2,3-dihydro-1H-inden-1-yl)azetidine-3-carboxylate